(R)-9-(6-(4-amino-4-(5-methyl-1,3,4-thiadiazol-2-yl)butoxy)-2,3-dichlorobenzyl)-9H-purin-6-amine N[C@H](CCCOC1=CC=C(C(=C1CN1C2=NC=NC(=C2N=C1)N)Cl)Cl)C=1SC(=NN1)C